methyl 2-methyl-5-oxocyclopentane-1-carboxylate CC1C(C(CC1)=O)C(=O)OC